2-methyl-[1,1'-biphenyl]-3-amine CC1=C(C=CC=C1N)C1=CC=CC=C1